(2-Amino-5-(5-((R)-1-(3,5-dichloropyridin-4-yl)ethoxy)-1-(tetrahydro-2H-pyran-2-yl)-1H-indazol-3-yl)pyridin-3-yl)methanol NC1=NC=C(C=C1CO)C1=NN(C2=CC=C(C=C12)O[C@H](C)C1=C(C=NC=C1Cl)Cl)C1OCCCC1